O[C@H]1CN(C[C@@H]1O)C1=CC(=C(C=C1)C=1OC2=C(C1)C=C(C=C2CC)C(=O)N2[C@@H](C1=CC=CC=C1CC2)C)F (2-(4-((3S,4S)-3,4-dihydroxypyrrolidin-1-yl)-2-fluorophenyl)-7-ethylbenzofuran-5-yl)((R)-1-methyl-3,4-dihydroisoquinolin-2(1H)-yl)methanone